C(C)(C)(C)OC(=O)N1C2CNCC1CC2 3,8-diazabicyclo(3.2.1)octane-8-carboxylic acid tert-butyl ester